Cl.Cl.FC1=C(C=C(CCNS(=O)(=O)N)C=C1)NC1=CC=NC=2NC(C=CC12)=O N-(4-fluoro-3-((7-oxo-7,8-dihydro-1,8-naphthyridin-4-yl)amino)phenethyl)sulfamide dihydrochloride